NCCNC(=O)NC1=NC=2N(C=C1)N=C(C2C2=CC(=NC(=C2)C)Cl)C2=CC(=CC=C2)C#N 1-(2-aminoethyl)-3-[3-(2-chloro-6-methyl-4-pyridinyl)-2-(3-cyanophenyl)pyrazolo[1,5-a]pyrimidin-5-yl]urea